Cl.N(N)C1=C2CNC(C2=CC=C1)=O 4-hydrazinoisoindolin-1-one hydrochloride